FC=1C(=NC=CC1)N1C(C(=CC=C1)NC=1C=C(C=2N(N1)C(=CN2)C(=O)O)NC)=O 6-((3'-fluoro-2-oxo-2H-[1,2'-bipyridin]-3-yl)amino)-8-(methylamino)imidazo[1,2-b]pyridazine-3-carboxylic acid